CCCCCCCCCC=CC=C/C=C/C=C\C(=O)O cis-octadecatetraenoic acid